C(C)(=O)O.C(C(C)C)OC1=CC=C(C=C1)SC=1C=C2C(=CNC2=CC1)C=1CCN(CC1)C(C)(C)C 5-(4-isobutoxyphenyl)thio-3-(1-(tert-butyl)-1,2,3,6-tetrahydropyridin-4-yl)-1H-indole acetate